C1(=CC=CC=C1)C(C)(C)C=1C=NC(=NC1)N1CCNCC1 5-(2-phenylpropan-2-yl)-2-(piperazin-1-yl)pyrimidine